NC1=C(C=C(C=C1)Br)C(O)C1=CC=CC=C1 (2-amino-5-bromophenyl)(phenyl)methanol